5-Carboxy-5-methyl-4-hexyl-2-cyclohexen C(=O)(O)C1(C(C=CCC1)CCCCCC)C